C(CCCCC(=O)OCCOC)(=O)OCCOC di(beta-methoxyethyl) adipate